2-{[2-(1,5-dimethyl-1H-pyrazol-4-yl)-5H-pyrrolo[3,2-c]pyridin-5-yl]methyl}-6-methyl-1,3-benzothiazole CN1N=CC(=C1C)C1=CC2=CN(C=CC2=N1)CC=1SC2=C(N1)C=CC(=C2)C